N[C@H]1CS(C2=C(N(C1=O)CC1=CC=C(C=C1)OC(F)(F)F)C=C(C(=C2)F)C=2OC(=NN2)C(C)(C)C)(=O)=N (3R)-3-amino-7-(5-tert-butyl-1,3,4-oxadiazol-2-yl)-8-fluoro-1-imino-1-oxo-5-[[4-(trifluoromethoxy)phenyl]methyl]-2,3-dihydro-1lambda6,5-benzothiazepin-4-one